ClC(=O)N[C@H](C(=O)OC)C(C)C methyl (2S)-2-[(chlorocarbonyl) amino]-3-methylbutanoate